ClC=1C2=C(N(C(N1)=O)C1=C(C=CC=C1)C)C=C(S2)C(F)(F)F 4-chloro-1-(o-tolyl)-6-(trifluoromethyl)thieno[3,2-d]pyrimidin-2(1H)-one